1-[1-[2-Amino-4-(trifluoromethoxy)benzoyl]-4-piperidyl]-6-tetrahydropyran-4-yloxy-3H-imidazo[4,5-b]pyridin-2-one NC1=C(C(=O)N2CCC(CC2)N2C(NC3=NC=C(C=C32)OC3CCOCC3)=O)C=CC(=C1)OC(F)(F)F